(R)-3-(3-fluoropyrrolidin-1-yl)propan-1-amine F[C@H]1CN(CC1)CCCN